N[C@H]1C[C@H](CCC1)C(=O)NC1=CC=NN1C 5-((1S,3R)-3-Aminocyclohexane-1-carboxamido)-1-methyl-1H-pyrazol